4-(3-amino-5-ethyl-2-pyridyl)2-butanol NC=1C(=NC=C(C1)CC)CCC(C)O